C(CC)(=S)[O-].[Li+] lithium thiopropionate